NC=1C(NC(NC1N)=O)=O 5,6-diamino-1,2,3,4-tetrahydropyrimidine-2,4-dione